5-(4-isopropoxy-pyridin-2-yl)-N-(3-methyl-pyridin-2-yl)-1,3,4-thia-diazol-2-amine C(C)(C)OC1=CC(=NC=C1)C1=NN=C(S1)NC1=NC=CC=C1C